2-((3-(dimethylcarbamoyl)-5-(4-fluoro-5-(isoxazol-3-ylcarbamoyl)-2-methylphenyl)pyridin-2-yl)amino)-2-methylpropyl acetate C(C)(=O)OCC(C)(C)NC1=NC=C(C=C1C(N(C)C)=O)C1=C(C=C(C(=C1)C(NC1=NOC=C1)=O)F)C